[Br-].BrCCCC[N+]1=CC2=CC=CC=C2CC1 2-(4-bromobutyl)-3,4-dihydroisoquinolinium bromide